ClC=1C=C(C=CC1)[C@H](C(=O)N1CC2=C(N=C(NC2=O)C2(CC2)C2=CC=CC=C2)CC1)O (R)-6-(2-(3-chlorophenyl)-2-hydroxyacetyl)-2-(1-phenylcyclopropyl)-5,6,7,8-tetrahydropyrido[4,3-d]pyrimidin-4(3H)-one